trans-3-dodecene-1,12-dicarboxylic acid C(C\C=C\CCCCCCCCC(=O)O)C(=O)O